F[C@@H]1[C@@H](CC[C@H](C1)NC(OC(C)(C)C)=O)NC(OCC1=CC=CC=C1)=O benzyl tert-butyl ((1R,2S,4R)-2-fluorocyclohexane-1,4-diyl)-dicarbamate